C/N=C(\C)/C1=NC=C(C=C1)C(F)(F)F (E)-N-methyl-1-(5-(trifluoromethyl)pyridin-2-yl)ethan-1-imine